(4E)-4-[3-(3-chlorophenyl)prop-2-yn-1-ylidene]-N-cyclohexyl-N,3,3-trimethylpiperidine-1-sulfonamide ClC=1C=C(C=CC1)C#C\C=C/1\C(CN(CC1)S(=O)(=O)N(C)C1CCCCC1)(C)C